O=C1NC(CCC1N1C(C2=CC=CC(=C2C1=O)NC1CCC(CC1)N(C(OC(C)(C)C)=O)C)=O)=O tert-butyl N-[4-[[2-(2,6-dioxo-3-piperidyl)-1,3-dioxo-isoindolin-4-yl]amino]cyclohexyl]-N-methyl-carbamate